ethyl 6-bromo-8-fluoro-4-hydroxyquinoline-3-carboxylate BrC=1C=C2C(=C(C=NC2=C(C1)F)C(=O)OCC)O